tert-butyl (2S)-4-(4-(2,6-dioxo-1-((2-(trimethylsilyl)ethoxy)methyl)piperidin-3-yl)-3,5-difluorophenyl)-2-methylpiperazine-1-carboxylate O=C1N(C(CCC1C1=C(C=C(C=C1F)N1C[C@@H](N(CC1)C(=O)OC(C)(C)C)C)F)=O)COCC[Si](C)(C)C